C(C1=CC=CC=C1)N1C2=NC=NC(=C2N=C1C1=C(C(=O)OC)C=C(C=C1)OCCN1CCN(CC1)C)OC1(CC1)C Methyl 2-(9-benzyl-6-(1-methylcyclopropoxy)-9H-purin-8-yl)-5-(2-(4-methylpiperazin-1-yl)ethoxy)benzoate